methyl 7-formyl-1-((2-(trimethylsilyl) ethoxy) methyl)-1H-pyrrolo[3,2-b]pyridine-5-carboxylate C(=O)C1=C2C(=NC(=C1)C(=O)OC)C=CN2COCC[Si](C)(C)C